N-(7-(3,5-dimethylisoxazol-4-yl)benzo[d]thiazol-2-yl)pyrrolidine-3-carboxamide CC1=NOC(=C1C1=CC=CC=2N=C(SC21)NC(=O)C2CNCC2)C